CO.[Al].[Zn].[Cu] copper-zinc-aluminum methanol